2-cyclopropoxy-3,4,5,6-tetrafluoro-N-methyl-benzenesulfonamide C1(CC1)OC1=C(C(=C(C(=C1F)F)F)F)S(=O)(=O)NC